CN1C(=NN=C1C)C1=CC(=C(C=C1)NC=1N=CC2=C(N1)C(=NC(=C2)C)N2CCC(CC2)OC)OC N-(4-(4,5-dimethyl-4H-1,2,4-triazol-3-yl)-2-methoxyphenyl)-8-(4-methoxypiperidin-1-yl)-6-methylpyrido[3,4-d]pyrimidin-2-amine